CC1=C(C(=CC(=C1)N1CCN([C@H](CC1)C1=CC=CC=C1)C)C)NC(CC(C)(C)C)=O |r| racemic-N-(2,6-dimethyl-4-(4-methyl-5-phenyl-1,4-diazepan-1-yl)phenyl)-3,3-dimethylbutanamide